Aluminum-aluminum oxide [O-2].[Al+3].[Al+3].[O-2].[O-2]